CN(S(=O)(=O)NC=1C=C(C=NC1OCCCN1CCCC1)C1=CC=2C3=C(C=NC2C=C1)N(C(C31CCC1)=O)C)C 8'-(5-[(Dimethylsulfamoyl)amino]-6-[3-(pyrrolidin-1-yl)propoxy]pyridin-3-yl)-3'-methyl-2',3'-dihydrospiro[cyclobutane-1,1'-pyrrolo[2,3-c]quinoline]-2'-one